FC1(CCC(CC1)[C@H](NC(=O)C=1C(=NOC1)CC(F)F)C=1N=C2N(N=C(C=C2)CC2C(NC[C@@H](C2)C(F)(F)F)=O)C1)F N-((1S)-(4,4-difluorocyclohexyl)(6-(((5R)-2-oxo-5-(trifluoromethyl)piperidin-3-yl)methyl)imidazo[1,2-b]pyridazin-2-yl)methyl)-3-(2,2-difluoroethyl)isoxazole-4-carboxamide